2,6-dimethyl-N1-phenyl-benzene-1,4-diamine CC1=C(C(=CC(=C1)N)C)NC1=CC=CC=C1